methyl 4-(3H-[1,2,3]triazolo[4,5-b]pyridin-3-yl)-2,6-difluorobenzoate N1=NN(C2=NC=CC=C21)C2=CC(=C(C(=O)OC)C(=C2)F)F